C(C)(C)(C)OC(=O)NNC(=O)C1=C(C=C(C=C1)NC(CCCCCN1C(C=CC1=O)=O)=O)S(=O)(=O)O 2-(2-(tert-Butoxycarbonyl)hydrazine-1-carbonyl)-5-(6-maleimidohexamido)benzenesulfonic acid